ClC1=CC=C(C=C1)C(N1C[C@@H](N(C[C@H]1C)C1=CC(N(C=2C=CC(=NC12)C#N)C)=O)C)C1=NC=CC=C1 8-((2s,5r)-4-((4-chlorophenyl)(pyridin-2-yl)methyl)-2,5-dimethylpiperazin-1-yl)-5-methyl-6-oxo-5,6-dihydro-1,5-naphthyridine-2-carbonitrile